C12(CC(C1)C2)NC(CC=2C(N(C1=NC=C(C=C1C2O)C2=CC=C(C=C2)F)CCN2CCOCC2)=O)=O N-(bicyclo[1.1.1]pentan-1-yl)-2-(6-(4-fluorophenyl)-4-hydroxy-1-(2-morpholinoethyl)-2-oxo-1,2-dihydro-1,8-naphthyridin-3-yl)acetamide